FC(SC1=C(N=C2N1C=CC=C2N[C@H]2[C@H](CN(CC2)C)F)C#CCNC2=C(C=CC(=N2)C(=O)NC)OC)F 6-((3-(3-((difluoromethyl)thio)-8-(((3S,4R)-3-fluoro-1-methylpiperidin-4-yl)amino)imidazo[1,2-a]pyridin-2-yl)prop-2-yn-1-yl)amino)-5-methoxy-N-methylpicolinamide